CC=1N=C(SC1C(=O)OC(C)(C)C)N(C(=O)C1CC(C1)NC1=NC=CC2=CC=C(C=C12)C1=NOC(=N1)C)C tert-Butyl 4-methyl-2-[methyl-[3-[[7-(5-methyl-1,2,4-oxadiazol-3-yl)-1-isoquinolyl]amino]cyclobutanecarbonyl]amino]thiazole-5-carboxylate